(4-acryloylpiperazin-1-yl)-7-(3-amino-4,5-difluorophenyl)-6-chloro-1-(2-isopropyl-4-methylpyridin-3-yl)-2-oxo-1,2-dihydro-1,8-naphthyridine-3-carbonitrile C(C=C)(=O)N1CCN(CC1)C1=C(C(N(C2=NC(=C(C=C12)Cl)C1=CC(=C(C(=C1)F)F)N)C=1C(=NC=CC1C)C(C)C)=O)C#N